CN1N=CC(=C1)C=1N=C(C=2N(C1)N=CC2)C=2C=NN(C2)C2(CCCC2)C 6-(1-methyl-1H-pyrazol-4-yl)-4-(1-(1-methylcyclopentyl)-1H-pyrazol-4-yl)pyrazolo[1,5-a]pyrazine